cis-3-cyclopropyl-N-(4-methyl-3-pyridin-2-ylphenyl)cyclobutane-1-carboxamide C1(CC1)[C@H]1C[C@H](C1)C(=O)NC1=CC(=C(C=C1)C)C1=NC=CC=C1